4-(4-prop-2-enoxybutoxycarbonyloxy)benzoic acid C(C=C)OCCCCOC(=O)OC1=CC=C(C(=O)O)C=C1